CC1=C(C=C(CNC(C(=O)O)CO)C=C1)C=CC=1C(=C(C=CC1)C1=CC=CC=C1)C 2-(4-methyl-3-(2-(2-methylbiphenyl-3-yl)ethenyl)benzylamino)-3-hydroxypropionic acid